IC([C@@H](CC(CCC(=O)OCC)=O)C)=C (R)-ethyl 7-iodo-6-methyl-4-oxooct-7-enoate